8-bromo-1-methyl-3H-pyrano[3,4,5-cd]indazole-3,5(1H)-dione BrC1=CC=C2C=3C(=NN(C13)C)C(OC2=O)=O